FC(C1=CN(NC=C1)COCCC(F)(F)F)(F)F 4-(trifluoromethyl)-2-((2-(trifluoromethyl)ethoxy)methyl)pyridazin